5-(3-(2,2-difluoroethyl)-2-methyl-3H-imidazo[4,5-b]pyridin-5-yl)-N4-methyl-N2-((4r,7r)-1-oxaspiro[3.5]nonan-7-yl)-7H-pyrrolo[2,3-d]pyrimidine-2,4-diamine FC(CN1C(=NC=2C1=NC(=CC2)C2=CNC=1N=C(N=C(C12)NC)NC1CCC2(CCO2)CC1)C)F